CN1N=CC(=C1)C=1C=C(C=CC1)C1=CC=C(S1)CC(=O)NCCN1CCOCC1 2-(5-(3-(1-methyl-1H-pyrazol-4-yl)phenyl)thiophen-2-yl)-N-(2-morpholinoethyl)acetamide